C1=CC(=CC=C1/C=C/C(=O)O)Cl p-ChloroCinnamic acid